[Sr].[Ba].[Ag] Silver-Barium-Strontium